OC(=O)C1=CC=C(C=C1)C1=NC2=C(N1)C=CC(=C2)C(=O)O 2-(4-hydroxycarbonylphenyl)-1H-benzimidazole-5-carboxylic acid